N1(CCNCC1)C1=NC(=NC=2C3=C(CCC12)OC1C3CCCC1)N 4-(Piperazin-1-yl)-5,6,7a,8,9,10,11,11a-octahydrobenzofuro[2,3-h]quinazolin-2-amine